(1R,2R)-N-(6-(((6-cyclopropyl-8-(methylsulfonyl)imidazo[1,2-a]pyridin-2-yl)methyl)amino)pyrimidin-4-yl)-2-(4-methylpyrimidin-2-yl)cyclopropane-1-carboxamide C1(CC1)C=1C=C(C=2N(C1)C=C(N2)CNC2=CC(=NC=N2)NC(=O)[C@H]2[C@@H](C2)C2=NC=CC(=N2)C)S(=O)(=O)C